5-[2-methyl-5-[[(1S,5R,7s)-9-methyl-3-oxa-9-azabicyclo[3.3.1]nonan-7-yl]oxy]-4-pyridyl]-N-(1-methylpyrazol-3-yl)pyrazolo[1,5-a]pyridin-2-amine CC1=NC=C(C(=C1)C1=CC=2N(C=C1)N=C(C2)NC2=NN(C=C2)C)OC2C[C@@H]1COC[C@H](C2)N1C